tert-Butyl((1s,3s)-3-(4-(2-(4-((2-(5-methyl-1,2,4-oxadiazol-3-yl)pyrimidin-5-yl) oxy)phenyl) propan-2-yl) phenoxy) cyclobutyl) carbamate C(N)(OC1(CC(C1)OC1=CC=C(C=C1)C(C)(C)C1=CC=C(C=C1)OC=1C=NC(=NC1)C1=NOC(=N1)C)C(C)(C)C)=O